C1(=CC=CC=C1)C1OCCC(NC1)([2H])[2H] 2-phenyl-1,4-oxazepane-5,5-d2